4-[[(1R)-1-[3-amino-5-(trifluoromethyl)phenyl]ethyl]amino]-2-methyl-6-(4-piperidyl)-8H-pyrido[2,3-d]pyrimidin-7-one NC=1C=C(C=C(C1)C(F)(F)F)[C@@H](C)NC=1C2=C(N=C(N1)C)NC(C(=C2)C2CCNCC2)=O